C(CCCCCCCCCC(CCCCCCCCCCC(=O)O)C(=O)O)C(=O)O heneicosane-1,11,21-tricarboxylic acid